FC(CC=1C2=C(S(C1)=O)C(=CC=C2)NC2CCS(CC2)(=O)=O)F 3-(2,2-difluoroethyl)-7-((1,1-dioxidotetrahydro-2H-thiopyran-4-yl)amino)-1-oxidobenzo[b]thiophen